N-[5-[4-[(2-isopropyl-5-methyl-phenyl)carbamothioylcarbamoylamino]phenyl]-2,4-dimethyl-pyrazol-3-yl]-4-(trifluoromethyl)benzamide C(C)(C)C1=C(C=C(C=C1)C)NC(=S)NC(=O)NC1=CC=C(C=C1)C=1C(=C(N(N1)C)NC(C1=CC=C(C=C1)C(F)(F)F)=O)C